ClCC1=CC=C(C=C1)CN1CCC(CC1)C=1C=CC(=NC1)NC1=NC=2N3C(=CC2C=N1)C(NCC31CCCCC1)=O 4-[[5-[1-[[4-(chloromethyl)phenyl]methyl]-4-piperidyl]-2-pyridyl]amino]spiro[1,3,5,11-tetrazatricyclo[7.4.0.02,7]trideca-2(7),3,5,8-tetraene-13,1'-cyclohexane]-10-one